tert-butyl (2R,6S)-4-[4-fluoro-3-[(8-fluoro-2-methyl-imidazo[1,2-a]-pyridin-6-yl)amino]-1H-indazol-6-yl]-2,6-dimethyl-piperazine-1-carboxylate FC1=C2C(=NNC2=CC(=C1)N1C[C@H](N([C@H](C1)C)C(=O)OC(C)(C)C)C)NC=1C=C(C=2N(C1)C=C(N2)C)F